FC(CCC(=O)O)F.FC(COC(C)=O)F acetic acid 2,2-difluoroethyl ester (2,2-difluoroethyl acetate)